1-methylnicotinic acid CN1CC(C(=O)O)=CC=C1